2,3-dimethyl-octanol CC(CO)C(CCCCC)C